C(C)(C)(C)OC(=O)N1CCC=2C=C(C(=NC2C1)OCC1=C(C=C(C=C1)Cl)F)Br 3-bromo-2-((4-chloro-2-fluorobenzyl)oxy)-5,6-dihydro-1,7-naphthyridine-7(8H)-carboxylic acid tert-butyl ester